S1NN=C(C=C1)C(=O)N thiadiazinecarboxamide